6-bromo-3,3-dimethyl-1-(methyl-d3)indolin-2-one BrC1=CC=C2C(C(N(C2=C1)C([2H])([2H])[2H])=O)(C)C